[N+](=O)([O-])C1=C(C=C(C(=O)OC)C=C1)NCC1=CN=CO1 methyl 4-nitro-3-(oxazol-5-ylmethylamino)benzoate